racemic-tert-butyl (RS)-2-(2-fluoro-4-(trifluoromethyl)phenyl)-6-methyl-3-(pyridin-4-yl)-6,7-dihydropyrazolo[1,5-a]pyrazine-5(4H)-carboxylate FC1=C(C=CC(=C1)C(F)(F)F)C1=NN2C(CN([C@@H](C2)C)C(=O)OC(C)(C)C)=C1C1=CC=NC=C1 |r|